NC1=C(C=CC(=C1)S(=O)(=O)O)S(=O)(=O)O amino-2,5-benzenedisulfonic acid